C1(=CC=CC=C1)C1=NN=C(O1)CC1=CC=C(S1)C(=O)N 5-[(5-Phenyl-1,3,4-oxadiazol-2-yl)methyl]thiophene-2-carboxamide